2-(tert-butyl)-1'-(2-(ethylamino)-5-methylquinoline-7-carbonyl)-5H-spiro[benzo[d]thiazole-6,4'-piperidin]-4(7H)-one C(C)(C)(C)C=1SC2=C(N1)C(CC1(CCN(CC1)C(=O)C1=CC(=C3C=CC(=NC3=C1)NCC)C)C2)=O